3-Chloro-3',6'-difluoro-2,2''-dimethoxy-1,1':2',1''-terphenyl ClC=1C(=C(C=CC1)C=1C(=C(C=CC1F)F)C1=C(C=CC=C1)OC)OC